2-(2-chloro-4-(2-((4-chloro-2-fluorobenzyl)oxy)pyrimidin-4-yl)-5-fluorobenzyl)-1-(4,4-dimethyltetrahydrofuran-3-yl)-4-fluoro-1H-benzo[d]imidazole-6-carboxylic acid ClC1=C(CC2=NC3=C(N2C2COCC2(C)C)C=C(C=C3F)C(=O)O)C=C(C(=C1)C1=NC(=NC=C1)OCC1=C(C=C(C=C1)Cl)F)F